4,6-Dichloro-N-(pyrazin-2-yl)nicotinamide ClC1=CC(=NC=C1C(=O)NC1=NC=CN=C1)Cl